FC(OC1=NC=CC(=C1)CNC(=O)NC12C(CC(CC1)(CC2)F)=O)F 1-((2-(difluoromethoxy)pyridin-4-yl)methyl)-3-(4-fluoro-2-oxo-bicyclo[2.2.2]oct-1-yl)urea